FC1=C(C=CC(=C1)C(F)(F)F)C1(CC1)C(=O)NC=1C=CC(=C(C(=O)OC)C1)C1=CC=2C(=NC=CC2)S1 Methyl 5-[({1-[2-fluoro-4-(trifluoromethyl) phenyl] cyclopropyl} carbonyl) amino]-2-(thieno[2,3-b]pyridin-2-yl)benzoate